CN(CCC(=O)C=1C(OC2=CC(=CC(=C2C1)C)OCC1(CC=CC=C1)Br)=O)C 3-(3-dimethylamino-propionyl)-5-methyl-7-(1-bromobenzyloxy)coumarin